4-(3-(trifluoromethyl)phenoxy)butan-1-one FC(C=1C=C(OCCCC=O)C=CC1)(F)F